tert-butyl 4-{[8-fluoro-6-(4,4,5,5-tetramethyl-1,3,2-dioxaborolan-2-yl)quinazolin-2-yl]amino}piperidine-1-carboxylate FC=1C=C(C=C2C=NC(=NC12)NC1CCN(CC1)C(=O)OC(C)(C)C)B1OC(C(O1)(C)C)(C)C